(R)-4-(6-cyclopentyl-2-(1H-pyrrolo[2,3-b]pyridin-4-yl)pyrimidin-4-yl)-3-methylmorpholine C1(CCCC1)C1=CC(=NC(=N1)C1=C2C(=NC=C1)NC=C2)N2[C@@H](COCC2)C